C(CCCCCCCCC)OP(=O)(O)O.C(C=C)(=O)OC(C=C)=O Acryloyl Oxide Decyl-DihydrogenPhosphate